FC1=C2C(=NC(N(C2=CC(=C1)C(F)(F)F)C1=CC=CC=C1)=O)NC 5-Fluoro-4-(methylamino)-1-phenyl-7-(trifluoromethyl)quinazolin-2(1H)-one